ClC1=C(N=NC(=C1)Cl)C(=O)[O-].[Li+] lithium 4,6-dichloropyridazine-3-carboxylate